NC=1N=NC(=CC1C=1C=NN(C1)C(C(=O)N(C)C)C)C1=C(C=CC=C1)O 2-(4-(3-amino-6-(2-hydroxyphenyl)pyridazin-4-yl)-1H-pyrazol-1-yl)-N,N-dimethylpropanamide